O1C=C(C=C1)C1OC(C2=C(C(CCC12C)O)C)=O 3-(Furan-3-yl)-6-hydroxy-3a,7-dimethyl-3a,4,5,6-tetrahydroisobenzofuran-1(3H)-one